CC=1C(=C(C=C(C1)C(F)(F)F)O)C1=C(C2=C(N=N1)N(CC2)[C@H]2CN(CCC2)C)C 3-methyl-2-[4-methyl-7-[(3R)-1-methyl-3-piperidyl]-5,6-dihydropyrrolo[2,3-c]pyridazin-3-yl]-5-(trifluoromethyl)phenol